7-bromobenzofuran-5-carbaldehyde BrC1=CC(=CC=2C=COC21)C=O